methyl (R)-3-(3-((5-chloro-1H-indol-2-yl)methyl)-1-methylureido)piperidine-1-carboxylate ClC=1C=C2C=C(NC2=CC1)CNC(N(C)[C@H]1CN(CCC1)C(=O)OC)=O